C(C)(C)(C)C1=CC=2C(C3=CC=C(C=C3C(C2C=C1)=O)C(C)(C)C)=O 2,6-di-t-butylanthraquinone